O1CC(CCC1)COC1=CC=C2C(NC=NC2=C1)=O 7-((tetrahydro-2H-pyran-3-yl)methoxy)quinazolin-4(3H)-one